FC1=C2C(=CN=C1C1CCN(CC1)CCOC)NC(=C2C(C)C)C=2C=C(C=1N(C2)N=CN1)OC 6-(4-fluoro-3-isopropyl-5-(1-(2-methoxyethyl)piperidin-4-yl)-1H-pyrrolo[2,3-c]pyridin-2-yl)-8-methoxy-[1,2,4]triazolo[1,5-a]pyridine